C(C1=CC=CC=C1)O[C@@H]1[C@H]([C@@H]([C@H](O[C@H]1OC)[Sn](CCCC)(CCCC)CCCC)O)O (2R,3S,4S,5R,6R)-5-(benzyloxy)-6-methoxy-2-(tributylstannyl)tetrahydro-2H-pyran-3,4-diol